C(C)(C)(C)NC(CC[C@@H]1NC([C@@H]2CC3=C(NC=4C=C(C=CC34)OC)[C@@H](N2C1=O)CC(C)C)=O)=O N-(tert-butyl)-3-((3S,6S,12aS)-6-isobutyl-9-methoxy-1,4-dioxo-1,2,3,4,6,7,12,12a-octahydropyrazino[1',2':1,6]pyrido[3,4-b]indol-3-yl)propionamide